3-butyne-1-sulfonamide C(CC#C)S(=O)(=O)N